3-(8,8-difluoro-7-hydroxybicyclo[4.2.0]oct-1,3,5-triene-2-enyloxy)-5-difluoromethoxybenzamide FC1(C(C2=CC(=C=C=C12)OC=1C=C(C(=O)N)C=C(C1)OC(F)F)O)F